C(C)(C)(C)OC(N(C[C@@H](C=1C(=C2COC(C2=CC1)=O)C)O)CC=1C=NNC1)=O (R)-((1H-pyrazol-4-yl)methyl)(2-hydroxy-2-(4-methyl-1-oxo-1,3-dihydroisobenzofuran-5-yl)ethyl)carbamic acid tert-butyl ester